(R)-1-fluoro-N-((6S,7S)-6-((2-fluoro-[1,1'-biphenyl]-3-yl)methyl)-5-((R)-oxetane-2-carbonyl)-5-azaspiro[2.4]heptane-7-yl)ethane-1-sulfonamide F[C@@H](C)S(=O)(=O)N[C@@H]1[C@@H](N(CC12CC2)C(=O)[C@@H]2OCC2)CC=2C(=C(C=CC2)C2=CC=CC=C2)F